N1(C=NC=C1)CC1=C(C=C2C([C@](C3(C(=C12)C)CC3)(C)O)=O)C (R)-3'-((1H-imidazol-1-yl)methyl)-6'-hydroxy-2',4',6'-trimethylspiro[cyclopropane-1,5'-inden]-7'(6'H)-one